C(C)(C)(C)OC=1C=C(C=CC1OC(C)(C)C)[S+](C1=CC=CC=C1)C1=CC(=C(C=C1)OC(C)(C)C)OC(C)(C)C Bis(3,4-di-t-butoxyphenyl)phenyl-sulfonium